4-bromobenzyl 2,5-dihydroxybenzoate OC1=C(C(=O)OCC2=CC=C(C=C2)Br)C=C(C=C1)O